CC(C)(OCC(C)O)C 1-(1,1-dimethylethoxy)-2-propanol